O(S(=O)(=O)C(F)(F)F)C=1C2=C(N=C(N1)SC)CC(OC2)C2=CC(=CC1=CC=C(C(=C21)CC)F)OCOC 7-(8-ethyl-7-fluoro-3-(methoxymethoxy) naphthalen-1-yl)-2-(methylthio)-7,8-dihydro-5H-pyrano[4,3-d]pyrimidin-4-yl triflate